C(C=C)OC(C1=CC=CC=C1)(OCC=C)O diallyloxybenzylalcohol